C(CCC)NC(=O)NS(=O)(=O)C1=CC=C(C=C1)C N-(butylcarbamoyl)-4-methylbenzenesulfonamide